C1(CC1)[C@@H](NC(=O)[C@H]1[C@H]2C[C@H]2CN1C(C1=CC(=CC=C1)S(=O)(=O)C)=O)C1=C(C=C(C=C1)C(F)(F)F)F (1S,2R,5R)-N-((R)-cyclopropyl(2-fluoro-4-(trifluoromethyl)phenyl)methyl)-3-(3-(methylsulfonyl)benzoyl)-3-azabicyclo[3.1.0]hexane-2-carboxamide